CN(CCCCC)C N,N-dimethyl-N-pentyl-amine